OC1CC2CCCC(C1)N2 3-hydroxy-9-azabicyclo[3.3.1]nonane